2,4-bis(2-hydroxy-4-butoxyphenyl)-6-(2,4-dibutoxyphenyl)-s-triazine OC1=C(C=CC(=C1)OCCCC)C1=NC(=NC(=N1)C1=C(C=C(C=C1)OCCCC)O)C1=C(C=C(C=C1)OCCCC)OCCCC